FC1=CC(=CC2=CN(N=C12)C)NC(=O)N1CCC=2C1=NC=CC2N2C[C@H](N(CC2)C(=O)OC(C)(C)C)C tert-butyl (R)-4-(1-((7-fluoro-2-methyl-2H-indazol-5-yl)carbamoyl)-2,3-dihydro-1H-pyrrolo[2,3-b]pyridin-4-yl)-2-methylpiperazine-1-carboxylate